(R)-N-((3-CYANO-5-FLUORO-4-((1-((4-FLUOROPHENYL)THIO)-4-(5-AZASPIRO[2.3]HEXAN-5-YL)BUTAN-2-YL)AMINO)PHENYL)SULFONYL)-1-METHOXYCYCLOHEXANE-1-CARBOXAMIDE C(#N)C=1C=C(C=C(C1N[C@@H](CSC1=CC=C(C=C1)F)CCN1CC2(CC2)C1)F)S(=O)(=O)NC(=O)C1(CCCCC1)OC